C(C)(C)(C)C(C)(C)C(C)(C)C di-tert-butyl-propane